(R)-1-(1-acryloylpyrrolidin-3-yl)-3-(4-phenoxyphenyl)-1H-imidazo[4,5-c]pyridin-2(3H)-one C(C=C)(=O)N1C[C@@H](CC1)N1C(N(C=2C=NC=CC21)C2=CC=C(C=C2)OC2=CC=CC=C2)=O